4-[5-phenyl-2-(pyridin-2-yl)thieno[2,3-d]pyrimidin-4-yl]morpholine C1(=CC=CC=C1)C1=CSC=2N=C(N=C(C21)N2CCOCC2)C2=NC=CC=C2